CN1N=CC(=C1)C=1C=NC2=CC=C(C=C2C1)C(C)N 1-(3-(1-methyl-1H-pyrazol-4-yl)quinolin-6-yl)ethylamine